thiophene-5-carboxylic acid 1-oxide S1(C=CC=C1C(=O)O)=O